N-[(5-chloro-2-methoxyphenyl)methyl]-1-[5-(pyridin-4-yl)-1H-pyrazole-3-carbonyl]piperidine-4-carboxamide ClC=1C=CC(=C(C1)CNC(=O)C1CCN(CC1)C(=O)C1=NNC(=C1)C1=CC=NC=C1)OC